1-butyl-N-((9-ethyl-3-(trifluoromethyl)-2,3,4,9-tetrahydro-1H-carbazol-6-yl)methyl)-1H-benzo[d]imidazol-2-amine C(CCC)N1C(=NC2=C1C=CC=C2)NCC=2C=C1C=3CC(CCC3N(C1=CC2)CC)C(F)(F)F